[Si](C)(C)(C(C)(C)C)O[As](O[Si](C)(C)C(C)(C)C)O[Si](C)(C)C(C)(C)C tri(tert-butyldimethylsilyloxy)arsenic